((2R,3S,4R,5S)-5-(4-aminopyrrolo[2,1-f][1,2,4]triazin-7-yl)-2-cyano-3,4-dihydroxytetrahydrofuran-2-yl)methyl (2-(octadecyloxy)ethyl) hydrogen phosphate P(=O)(OC[C@]1(O[C@H]([C@@H]([C@@H]1O)O)C1=CC=C2C(=NC=NN21)N)C#N)(OCCOCCCCCCCCCCCCCCCCCC)O